(4,4-difluorocyclohexyl)hydrazine hydrogen chloride Cl.FC1(CCC(CC1)NN)F